2-((4-fluoro-2-methoxy-5-nitrophenyl)amino)pyrimidine FC1=CC(=C(C=C1[N+](=O)[O-])NC1=NC=CC=N1)OC